C(C)(=O)NC1=C(C=C(C=C1)C1=CC=C2C(=N1)SC(=N2)NC(=O)C2=CN=NC=C2C2=C(C=CC=C2)OC)C N-(5-(4-acetamido-3-methylphenyl)thiazolo[5,4-b]pyridin-2-yl)-5-(2-methoxyphenyl)pyridazine-4-carboxamide